C1=CC=CC=2C3=CC=CC=C3C(C12)COC(N[C@H](C(NCCCC[C@H](NC(N[C@@H](CCC(=O)OC(C)(C)C)C(=O)OC(C)(C)C)=O)C(=O)OC(C)(C)C)=O)CC1=CC=C(C=C1)F)=O tri-tert-butyl (5S,12S,16S)-1-(9H-fluoren-9-yl)-5-[(4-fluorophenyl)methyl]-3,6,14-trioxo-2-oxa-4,7,13,15-tetraazaoctadecane-12,16,18-tricarboxylate